BrC=1C(=C(C=C(C1)OC(F)F)N1[C@H](CN(CC1)C(=O)[O-])C)Cl (3S)-4-[3-bromo-2-chloro-5-(difluoromethoxy)phenyl]-3-methylpiperazine-1-carboxylate